ClC=1C=C2C(=C3C4C=CC(C3=C(C2=CC1)OC(C=C)=O)C4)OC(C)=O 6-chloro-9-acryloyloxy-10-acetoxy-1,4-dihydro-1,4-methanoanthracene